(S)-N-(1-cyclopropylethyl)-5-(4-(trifluoromethyl)phenoxy)-2-naphthalenecarboxamide C1(CC1)[C@H](C)NC(=O)C1=CC2=CC=CC(=C2C=C1)OC1=CC=C(C=C1)C(F)(F)F